C(C1=CC=CC=C1)C1NC(OC1([2H])[2H])=O 4-benzyloxazolidin-2-one-5,5-d2